4,3-dihydro-isocoumarin C1(=O)OCCC2=CC=CC=C12